4-((3R,5S)-3,5-dimethylpiperazin-1-yl)-N-(2-methylimidazo[1,2-a]pyrimidin-6-yl)-2,3-dihydro-1H-pyrrolo[2,3-b]pyridine-1-carboxamide formate C(=O)O.C[C@@H]1CN(C[C@@H](N1)C)C1=C2C(=NC=C1)N(CC2)C(=O)NC=2C=NC=1N(C2)C=C(N1)C